4-(2-(pyrrolidin-1-yl)ethyl)benzaldehyde N1(CCCC1)CCC1=CC=C(C=O)C=C1